S(=O)(=O)(O)O.FC=1C=CC(=C2C(CC(C12)(C)C)C)N 7-fluoro-1,1,3-trimethylindan-4-ylamine sulfate